CC1CN(CC(O1)C)C1=CC(=C(C(=O)NCC=2OC(=NN2)C=2SC=CC2)C=C1)OC 4-(2,6-dimethylmorpholinyl)-2-methoxy-N-((5-(thiophen-2-yl)-1,3,4-oxadiazol-2-yl)Methyl)benzamide